copper (2+) bis(trifluoromethanesulfonate) FC(S(=O)(=O)[O-])(F)F.FC(S(=O)(=O)[O-])(F)F.[Cu+2]